6-ethyl-1H-indole-3-sulfonyl chloride C(C)C1=CC=C2C(=CNC2=C1)S(=O)(=O)Cl